CC=1C=C(/C(/N)=N/OC(C2=CN=CC=C2)=O)C=CC1 (Z)-3-methyl-N'-(nicotinoyloxy)benzimidamide